(R)-2-((2-((S)-4-(difluoromethyl)-2-carbonyloxazolidin-3-yl)-5,6-dihydrobenzo[f]imidazo[1,2-d][1,4]oxazepin-9-yl)amino)-3-fluoropropanamide FC([C@H]1N(C(OC1)=C=O)C=1N=C2N(CCOC3=C2C=CC(=C3)N[C@H](C(=O)N)CF)C1)F